tert-Butyl ((3S,5S)-1-(5-(2-(3-chloro-2-fluoro-6-methoxyphenyl)pyrimidine-4-carboxamido)-7-fluoro-1-(2-methoxyethyl)-1H-indazol-4-yl)-5-(hydroxymethyl)pyrrolidin-3-yl)carbamate ClC=1C(=C(C(=CC1)OC)C1=NC=CC(=N1)C(=O)NC=1C(=C2C=NN(C2=C(C1)F)CCOC)N1C[C@H](C[C@H]1CO)NC(OC(C)(C)C)=O)F